BrC=1C=C2C(=CC=NC2=CC1CBr)Cl 6-bromo-7-(bromomethyl)-4-chloroquinoline